1-(6-(4-isopropyl-4H-1,2,4-triazol-3-yl)pyridin-2-yl)-3-phenylthiourea C(C)(C)N1C(=NN=C1)C1=CC=CC(=N1)NC(=S)NC1=CC=CC=C1